C1NC[C@H]2[C@@H]1CC(C2)OC=2C=C(C=CC2)C=2OC=CN2 2-(3-(((3aR,5s,6aS)-octahydrocyclopenta[c]pyrrol-5-yl)oxy)phenyl)oxazole